NC=1C=CC(=C2CN(C(C12)=O)CC(=C)C(N)=O)C=1C=C(C=2C=NN(C2C1)C)C(=O)NC1=CC(=CC=C1)C#N 6-[7-amino-2-(2-carbamoyl-2-methylideneethyl)-1-oxo-2,3-dihydro-1H-isoindol-4-yl]-N-(3-cyanophenyl)-1-methyl-1H-indazole-4-carboxamide